(1-(cyclopropylmethyl)-5-hydroxypiperidin-3-yl)(6-methoxynaphthalen-2-yl)methanone C1(CC1)CN1CC(CC(C1)O)C(=O)C1=CC2=CC=C(C=C2C=C1)OC